di-(3,5,5-trimethylhexaNoyl)peroxide CC(CC(=O)OOC(CC(CC(C)(C)C)C)=O)CC(C)(C)C